(1-methyl-3-(pyrazin-2-yl)-1H-pyrazol-4-yl)-[2,3'-bipyridine]-6-carboxamide CN1N=C(C(=C1)C=1C(=NC(=CC1)C(=O)N)C=1C=NC=CC1)C1=NC=CN=C1